CC1=C(NC2=NN(C3=C2C=NC(=C3)C(=O)N3CCOCCC3)CC(F)(F)F)C=CC=C1 [3-(2-methylanilino)-1-(2,2,2-trifluoroethyl)pyrazolo[4,3-c]pyridin-6-yl]-(1,4-oxazepan-4-yl)methanone